5-(1-methylpyrazol-4-yl)benzimidazol CN1N=CC(=C1)C1=CC2=C(N=CN2)C=C1